t-butyl N-[(Z)-3-fluoro-2-[(2-methyl-1-oxo-3,4-dihydroisoquinolin-6-yl)oxymethyl]allyl]carbamate F\C=C(\CNC(OC(C)(C)C)=O)/COC=1C=C2CCN(C(C2=CC1)=O)C